CN(CCCNC(C1=CC=C(C=C1)NC1=CC=C(C=C1)OC)=O)C N-(3-Dimethylamino-propyl)-4-(4-methoxy-phenylamino)-benzamide